3-chloro-5-(1-hydroxy-2-(3-methyl-4-((4-(methylsulfonyl)phenoxy)methyl)pyrrolidin-1-yl)propyl)benzonitrile ClC=1C=C(C#N)C=C(C1)C(C(C)N1CC(C(C1)COC1=CC=C(C=C1)S(=O)(=O)C)C)O